[Na+].C(CC)S(=O)(=O)[O-].C(CC)S(=O)(=O)[O-] propanesulfonic acid-hemisodium salt